BrC=1C=C(C=CC1)C1=CC=NN1C 5-(3-bromophenyl)-1-methyl-1H-pyrazole